FC1=C(C=CC(=C1O)F)C=1SC(=CN1)CN1C(N(CC=C1)C)=O 1-{[2-(2,4-Difluoro-3-hydroxyphenyl)-1,3-thiazol-5-yl]methyl}-3-methyl-1,3-diazin-2-one